(E)-2-((2-(2-cyano-3-(thiazol-2-yl)acryloyl)-1,2,3,4-tetrahydroisoquinolin-6-yl)oxy)acetic acid C(#N)/C(/C(=O)N1CC2=CC=C(C=C2CC1)OCC(=O)O)=C\C=1SC=CN1